C(C)C1=C(N=C2SC3=C(N21)C=CC(=C3)C(=O)OC(C)C3=C(C(=CC=C3F)C)Br)C3=CC=C(C=C3)Br 1-(2-bromo-6-fluoro-3-methylphenyl)ethan-1-ol Ethyl-2-(4-bromophenyl)benzo[d]imidazo[2,1-b]thiazole-7-carboxylate